C(C1=CC=CC=C1)OC=1C(C(=CN2C1C(N1CCC3=C([C@H]2C1)C=C(C=C3)F)=O)C(=O)NCC3=C(C=C(C=C3F)F)F)=O (13S)-4-(benzyloxy)-11-fluoro-3,5-dioxo-N-(2,4,6-trifluorobenzyl)-3,5,8,13-tetrahydro-7H-6,13-methanobenzo[g]pyrido[1,2-a][1,4]diazonine-2-carboxamide